C(C)(=O)N1[C@H]2CC(C[C@@H]1CC2)N2N=CC(=C2C)C=2C=C(C=1N(C2)N=CC1C#N)SC1=NC=CC=C1F 6-(1-((1R,3s,5S)-8-acetyl-8-azabicyclo[3.2.1]octan-3-yl)-5-methyl-1H-pyrazol-4-yl)-4-((3-fluoropyridin-2-yl)thio)pyrazolo[1,5-a]pyridine-3-carbonitrile